3-(7-carbamoyl-3,5,6-trifluoro-2-methyl-1H-indol-4-yl)piperidine-1-carboxylic acid C(N)(=O)C=1C(=C(C(=C2C(=C(NC12)C)F)C1CN(CCC1)C(=O)O)F)F